BrC=1OC(=CN1)C1=CC=C(C=C1)C(F)(F)F 2-bromo-5-(4-(trifluoromethyl)phenyl)oxazole